C(C1=CC=CC=C1)(C1=CC=CC=C1)NC([C@H]([C@H](CC)C)NC(=O)[C@H]1N([C@H](CC1)C=1OC(=CC1)C)C([C@@H](NC([C@H](C)NC)=O)C1CCCCC1)=O)=O (2S,5R)-N-((2S,3S)-1-(benzhydrylamino)-3-methyl-1-oxopentan-2-yl)-1-((S)-2-cyclohexyl-2-((S)-2-(methylamino)propanamido)acetyl)-5-(5-methylfuran-2-yl)pyrrolidine-2-carboxamide